Sodium diketosuccinate O=C(C(C(=O)[O-])=O)C(=O)[O-].[Na+].[Na+]